C12CNCC(N1C1=C3C(N(C(C3=CC=C1)=O)N1C(NC(CC1)=O)=O)=O)C2 (3,6-diazabicyclo[3.1.1]heptane-6-yl)-2-(2,4-dioxotetrahydropyrimidin-1(2H)-yl)isoindoline-1,3-dione